C(C)(C)(C)OC(=O)N(C1=C2C(=NC=C1)N(C=C2)C(=O)OC(C)(C)C)C2=C(N=NC(=C2)C2=C(C=CC(=C2)Cl)F)SCC[Si](C)(C)C tert-butyl 4-{[(tert-butoxy)carbonyl][6-(5-chloro-2-fluorophenyl)-3-{[2-(trimethylsilyl)ethyl]sulfanyl}pyridazin-4-yl]amino}-1H-pyrrolo[2,3-b]pyridine-1-carboxylate